ClC1=C2C(=C(NC2=CC(=C1)Cl)C)CCN1N=NC(=C1)CCCC#N 4-(1-(2-(4,6-dichloro-2-methyl-1H-indol-3-yl)ethyl)-1H-1,2,3-triazol-4-yl)butyronitrile